FC1=C(C=C(C=C1)C1(CC1)NC[C@H]1N(CCOC1)C(=O)OC(C)(C)C)C(F)(F)F tert-butyl (3R)-3-(((1-(4-fluoro-3-(trifluoromethyl)phenyl)cyclopropyl)amino)methyl)morpholine-4-carboxylate